7-{[(cyclobutylmethyl)amino]methyl}-3-fluoro-N-{5-[(1r,3s)-3-methyl-1-(4-methyl-1,2,4-triazol-3-yl)cyclobutyl]pyridin-3-yl}-1H-pyrrolo[3,2-b]pyridine-5-carboxamide C1(CCC1)CNCC1=C2C(=NC(=C1)C(=O)NC=1C=NC=C(C1)C1(CC(C1)C)C1=NN=CN1C)C(=CN2)F